4-[2-(3-bromophenoxy)ethyl]morpholine BrC=1C=C(OCCN2CCOCC2)C=CC1